C(C)N1S(=O)(=O)C2=CC=CC=C2C1=O N-ethyl-saccharin